N2-[2-(1,4-diazabicyclo[3.2.2]nonan-4-yl)-3-fluoropyridin-5-yl]-5-methyl-N4-(2-oxo-2,3-dihydro-1,3-benzoxazol-5-yl)-2,4-pyrimidinediamine N12CCN(C(CC1)CC2)C2=NC=C(C=C2F)NC2=NC=C(C(=N2)NC=2C=CC1=C(NC(O1)=O)C2)C